O=C1COC2=C(N1CC(=O)N[C@H]1C[C@H](CCC1)NC1=CC(=NC3=CC=CC=C13)C(F)(F)F)C=CC=C2 2-(3-oxo-3,4-dihydro-2H-1,4-benzoxazin-4-yl)-N-[(1R,3S)-3-{[2-(trifluoromethyl)quinolin-4-yl]amino}cyclohexyl]acetamide